5-CHLORO-3-FORMYL-1H-INDOLE-2-CARBOXYLIC ACID ETHYL ESTER C(C)OC(=O)C=1NC2=CC=C(C=C2C1C=O)Cl